C1C2=CC=CC=C2C(=O)C(=O)C1=[N+]=[N-] diazo-1,2-naphthoquinone